2-oxo-N-(2,2,2-trifluoro-1-(4-fluorophenyl)ethyl)oxazolidine-3-sulfonamide O=C1OCCN1S(=O)(=O)NC(C(F)(F)F)C1=CC=C(C=C1)F